4,5,6,7-tetrahydropyrazolo[1,5-a]pyridin-4-ol N1=CC=C2N1CCCC2O